3-[bis(2-hydroxyethyl)amino]propane OCCN(CCC)CCO